bismuth-lead-indium-tin [Sn].[In].[Pb].[Bi]